bromo-2'-methoxy-[1,1'-biphenyl]-4-carbonitrile BrC1=C(C=CC(=C1)C#N)C1=C(C=CC=C1)OC